5-bromo-N-(2-methylpyridin-3-yl)-2-(methylsulfonyl)pyrimidin-4-amine BrC=1C(=NC(=NC1)S(=O)(=O)C)NC=1C(=NC=CC1)C